O[C@H](CNC(=O)C1=NC(=NC(=C1)NC1COC1)N(CCC)C)[C@H]1N(CC2=CC(=CC=C2C1)OCOC)C(=O)OC(C)(C)C tert-butyl (3S)-3-[(1R)-1-hydroxy-2-[[2-[methyl(propyl)amino]-6-(oxetan-3-ylamino)pyrimidine-4-carbonyl]amino]ethyl]-7-(methoxymethoxy)-3,4-dihydro-1H-isoquinoline-2-carboxylate